C(C1=CC=CC=C1)OC1=C(C(=O)C2=C(C(N([C@@H]2C2=CC=C(C=C2)Cl)C2CCOCC2)=O)O)C=C(C=C1)F |r| rac-4-(2-(benzyloxy)-5-fluorobenzoyl)-5-(4-chlorophenyl)-3-hydroxy-1-(tetrahydro-2H-pyran-4-yl)-1,5-dihydro-2H-pyrrol-2-one